2,2-diethoxy-1-n-hexyl-1-aza-2-silacyclopentane C(C)O[Si]1(N(CCC1)CCCCCC)OCC